6-Carboxy-4-hexyl-2-cyclohexene C(=O)(O)C1CC(C=CC1)CCCCCC